OCC(CO)(CO)NCC(CS(=O)(=O)O)O 3-((1,3-dihydroxy-2-(hydroxymethyl)-propan-2-yl)-amino)-2-hydroxypropane-1-sulfonic acid